C(CC)P(=O)(OC1CS(CC1)(=O)=O)CCC 3-dipropylphosphinyloxytetrahydrothiophene-1,1-dioxide